N-(3-iodo-1-tetrahydropyran-2-yl-indazol-5-yl)-2-nitro-benzenesulfonamide IC1=NN(C2=CC=C(C=C12)NS(=O)(=O)C1=C(C=CC=C1)[N+](=O)[O-])C1OCCCC1